C(C(C)C)C1=NC(=NN1)C1=C(C=2NC=3C=C(C=CC3C2N=C1)C#N)NC(C)C 3-(5-Isobutyl-1H-1,2,4-triazol-3-yl)-4-(isopropylamino)-5H-pyrido[3,2-b]indole-7-carbonitrile